(S)-N-(2-amino-2-(4-chloro-3-(5-(difluoromethyl)-1H-1,2,4-triazol-1-yl)phenyl)ethyl)cyclopropanecarboxamide trifluoroacetate FC(C(=O)O)(F)F.N[C@H](CNC(=O)C1CC1)C1=CC(=C(C=C1)Cl)N1N=CN=C1C(F)F